BrC=1C=C(C=C2C(C=C(OC12)N1CCSCC1)=O)C 8-bromo-6-methyl-2-thiomorpholino-chromen-4-one